dimethylamine hydrogenIodate I(=O)(=O)O.CNC